N-hydroxy-5-(2-methoxy-5-(methyl-(2-methyl-4-quinazolinyl)amino)phenoxy)pyrimidine-2-carboxamide ONC(=O)C1=NC=C(C=N1)OC1=C(C=CC(=C1)N(C1=NC(=NC2=CC=CC=C12)C)C)OC